1-(4-tert-butylphenyl)-3-(3,5-dimethoxystyryl)-5-(3,5-dimethoxyphenyl)-pyrazoline C(C)(C)(C)C1=CC=C(C=C1)N1NC(=CC1C1=CC(=CC(=C1)OC)OC)C=CC1=CC(=CC(=C1)OC)OC